N(=[N+]=[N-])[C@@H]1C[C@](C[C@H]1F)(C(=O)O)CC1=CC(=CC=C1)C1=NC=C(C=N1)Br |o1:3,5,7| (1R*,3R*,4R*)-3-azido-1-(3-(5-bromopyrimidin-2-yl)benzyl)-4-fluorocyclopentane-1-carboxylic acid